1-(3-bromophenyl)propan-1-one BrC=1C=C(C=CC1)C(CC)=O